2,6-dichloro-N-[2-(2-hydroxyphenyl)ethyl]-4-(trifluoromethyl)benzenesulfonamide ClC1=C(C(=CC(=C1)C(F)(F)F)Cl)S(=O)(=O)NCCC1=C(C=CC=C1)O